C(#N)C=1C=C2C(N(C(NC2=CC1)=O)CC(=O)O)=O (6-cyano-2,4-dioxo-1H-quinazolin-3-yl)acetic acid